C=C1C(C1)O methylenecyclopropanol